NC1=CC=C(C2=CC=CC=C12)S(=O)(=O)NC1=CC=C(C=C1)CN1C(COCC1)=O 4-amino-N-(4-((3-oxomorpholino)methyl)phenyl)naphthalene-1-sulfonamide